3-(N-(4-chlorophenyl)sulfamoyl)-N-(2,4-dichlorophenyl)benzamide ClC1=CC=C(C=C1)NS(=O)(=O)C=1C=C(C(=O)NC2=C(C=C(C=C2)Cl)Cl)C=CC1